3-((2-(4-fluorophenethyl)-1,3-dioxolan-2-yl)methyl)-4H-1,2,4-triazole FC1=CC=C(CCC2(OCCO2)CC2=NN=CN2)C=C1